F[P-](F)(F)(F)(F)F.C(C)OC(=O)C(C)OC1=C(C=CC=C1)C1(CC(=C(C(=C1)C)[IH+])C)C 4-[(1-ethoxycarbonyl-ethoxy)phenyl]-(2,4,6-trimethylphenyl)-iodonium hexafluorophosphate